NOC[C@@H]1CCC(N1)=O (5S)-5-(Aminooxymethyl)pyrrolidin-2-one